tert-butyl (3S)-3-[4-[3-chloro-2-fluoro-4-[(1-fluorocyclobutyl)methoxy] anilino]pyrido[3,2-d]pyrimidin-6-yl]oxypyrrolidine-1-carboxylate ClC=1C(=C(NC=2C3=C(N=CN2)C=CC(=N3)O[C@@H]3CN(CC3)C(=O)OC(C)(C)C)C=CC1OCC1(CCC1)F)F